1-[4-(Azepan-1-yl)phenyl]-3-(3-hydroxy-4-methoxyphenyl)prop-2-en-1-one N1(CCCCCC1)C1=CC=C(C=C1)C(C=CC1=CC(=C(C=C1)OC)O)=O